F[C@@H]1[C@H](CN(CC1)C)NC1=NN=C(C=2N1C=CC2)C2=C(C=C(C=C2)C(F)(F)F)O 2-(4-{[(3s,4s)-4-fluoro-1-methylpiperidin-3-yl]amino}pyrrolo[1,2-d][1,2,4]triazin-1-yl)-5-(trifluoromethyl)phenol